S1C=NC2=C1C=CC(=C2)C2=CCCCN2C(=O)OC(C)(C)C tert-butyl 6-(benzothiazol-5-yl)-3,4-dihydropyridin-1(2H)-carboxylate